C(#N)C1=C(N(C2=CN=CC=C21)CC2=CC(=CC=C2)F)C(=O)OC Methyl 3-cyano-1-(3-fluorobenzyl)-1H-pyrrolo[2,3-C]pyridine-2-carboxylate